5-[(4R,10bS)-8-[(6R)-6-hydroxy-1,4-diazacycloheptan-1-yl]-4-methyl-3,4,6,10b-tetrahydro-1H-pyrazino[2,1-a]isoindol-2-yl]quinoline-8-carbonitrile O[C@@H]1CNCCN(C1)C=1C=C2CN3[C@@H](C2=CC1)CN(C[C@H]3C)C3=C1C=CC=NC1=C(C=C3)C#N